5-(tert-butyl)-N-(4-(6-(3-methoxyazetidin-1-yl)pyrrolo[2,1-f][1,2,4]triazin-4-yl)-2-methylbenzyl)-1,2,4-oxadiazole-3-carboxamide C(C)(C)(C)C1=NC(=NO1)C(=O)NCC1=C(C=C(C=C1)C1=NC=NN2C1=CC(=C2)N2CC(C2)OC)C